3-(6-(6,6-difluoro-2-azaspiro[3.3]heptan-2-yl)-5-(2-morpholinoethoxy)pyridin-3-yl)-N-(3-fluoro-4-(5-fluoro-1H-pyrazol-4-yl)phenyl)-1-methyl-1H-1,2,4-triazol-5-amine FC1(CC2(CN(C2)C2=C(C=C(C=N2)C2=NN(C(=N2)NC2=CC(=C(C=C2)C=2C=NNC2F)F)C)OCCN2CCOCC2)C1)F